ethyl rac-(4S,5R)-4-(3,4-difluoro-2-methoxyphenyl)-2,3-dimethyl-2-(trifluoromethyl)-3H-furan-5-carboxylate FC=1C(=C(C=CC1F)C=1C(C(OC1C(=O)OCC)(C(F)(F)F)C)C)OC